OC[C@H](C1=CC=CC=C1)NC1=NC(=NC=C1C(=O)NC(C)C)NC=1C=C2CCN(C(C2=CC1)=O)C 4-{[(1S)-2-hydroxy-1-phenylethyl]amino}-2-[(2-methyl-1-oxo-1,2,3,4-tetrahydroisoquinolin-6-yl)amino]-N-(propan-2-yl)pyrimidine-5-carboxamide